2-methyl-1-[[p-(methylsulfinyl)phenyl]methylene]-1H-indene-3-acetic acid CC=1C(C2=CC=CC=C2C1CC(=O)O)=CC1=CC=C(C=C1)S(=O)C